NC1=C(N=C2C(=N1)NC=C2)C(=O)NCC2=[N+](C1=C(N2CC)C=C(C=C1)C1CCNCC1)CC 2-[({3-amino-5H-pyrrolo[2,3-b]pyrazin-2-yl}formamido)methyl]-1,3-diethyl-6-(piperidin-4-yl)-1H-1,3-benzodiazol-3-ium